CC=1C=C2C(=C(C(=NC2=CC1)C(F)(F)F)C#CC1=CC=CC=C1)C1=CC=CC=C1 6-Methyl-4-phenyl-3-(phenylethynyl)-2-(trifluoromethyl)quinoline